N,N'-diphenyl-N,N'-bis-(p-butylphenyl)-1,4-diaminobenzene C1(=CC=CC=C1)N(C1=CC=C(C=C1)N(C1=CC=C(C=C1)CCCC)C1=CC=CC=C1)C1=CC=C(C=C1)CCCC